CC1=C(C#N)C=CC=C1[C@@H](C)NC1=NC=2N(C3=C1C=C(N=C3)N3CC(N(CC3)C)=O)C=CN2 (R)-2-methyl-3-(1-((3-(4-methyl-3-oxopiperazin-1-yl)imidazo[1,2-a]pyrido[4,3-e]pyrimidin-5-yl)amino)ethyl)benzonitrile